CCCC(CC)OC(=O)C(C(=O)OC(CCO)O)CC 2-(4-hexyloxycarbonyl)butanoyloxy-1,3-propanediol